tert-butyl 6-(benzo[d]thiazol-5-yl)-3-((tert-butyldimethylsilyl) hydroxy)-3,4-dihydropyridine-1(2H)-carboxylate S1C=NC2=C1C=CC(=C2)C2=CCC(CN2C(=O)OC(C)(C)C)O[Si](C)(C)C(C)(C)C